C=1N=CN2C1C1=CC=CC=C1C2C2CC(C2O)(C)C 4-(5H-Imidazo[5,1-a]isoindol-5-yl)-2,2-dimethylcyclobutan-1-ol